ClC1=CC=C(C=C1)C1=C(CCC(C1)(C)C)C(=O)N1CCN(CC1)CC=1C=C2CN(C(C2=CC1)=O)C1C(NC(CC1)=O)=O 3-(5-((4-(4'-chloro-5,5-dimethyl-3,4,5,6-tetrahydro-[1,1'-biphenyl]-2-carbonyl)piperazin-1-yl)methyl)-1-oxoisoindolin-2-yl)piperidine-2,6-dione